3-(6-(Aminomethyl)pyridin-3-yl)piperidine-2,6-dione NCC1=CC=C(C=N1)C1C(NC(CC1)=O)=O